CC(C1=CC=CC=C1)O methyl-benzyl alcohol